1-chloro-5-(4-fluorophenethyl)-5,6-dihydrobenzo[4,5]imidazo[2,1-a]isoquinoline-5-carboxylate ClC1=CC=CC=2C(CN3C(C12)=NC1=C3C=CC=C1)(C(=O)[O-])CCC1=CC=C(C=C1)F